OCCCN1N=CC(=C1)C=1C=C2CC(N3C(C2=CC1OC)=CC(C(=C3)C(=O)O)=O)C(C)C 9-[1-(3-hydroxypropyl)-1H-pyrazol-4-yl]-6-isopropyl-10-methoxy-2-oxo-6,7-dihydro-2H-pyrido[2,1-a]isoquinoline-3-carboxylic acid